5-Fluoro-2-iodo-N,N-bis(propan-2-yl-d7)benzamide FC=1C=CC(=C(C(=O)N(C(C([2H])([2H])[2H])(C([2H])([2H])[2H])[2H])C(C([2H])([2H])[2H])(C([2H])([2H])[2H])[2H])C1)I